O[C@@H](C)C=1N(C=CN1)CC1=NOC(=C1)C1=CC=C(C=C1)C#CC1=CC=C(OCCC(=O)N)C=C1 (S)-3-(4-((4-(3-((2-(1-hydroxyethyl)-1H-imidazol-1-yl)methyl)isoxazol-5-yl)phenyl)ethynyl)phenoxy)propanamide